ClCC(=O)OC1(CCCCC1)CC 1-ethylcyclohexyl chloroacetate